[4-[4-[2-[4-(6-hydroxyhexoxy)phenyl]ethynyl]benzoyl]oxy-1-naphthyl] 4-[2-[4-(6-hydroxyhexoxy)phenyl]-ethynyl]benzoate OCCCCCCOC1=CC=C(C=C1)C#CC1=CC=C(C(=O)OC2=CC=C(C3=CC=CC=C23)OC(C2=CC=C(C=C2)C#CC2=CC=C(C=C2)OCCCCCCO)=O)C=C1